C(C)(OC1CN(CC1)CC1=CC=C(C=C1)OC)=S 1-[(4-methoxyphenyl)methyl]pyrrolidin-3-yl ethanethioate